OC1CC(C1)C(=O)NC1=CNC2=CC=C(C=C12)CCOC1=CC=C(C=C1)C(F)(F)F (1S,3S)-3-hydroxy-N-(5-{2-[4-(trifluoromethyl)phenoxy]ethyl}-1H-indol-3-yl)cyclobutane-1-carboxamide